N8-(2-methoxy-2-methylpropyl)-N2-(2-methoxy-4-(4-methyl-4H-1,2,4-triazol-3-yl)phenyl)-5-methylpyrido[3,4-d]pyrimidine-2,8-diamine COC(CNC1=NC=C(C2=C1N=C(N=C2)NC2=C(C=C(C=C2)C2=NN=CN2C)OC)C)(C)C